ClC=1C=C(C=CC1Cl)[N+]([O-])=NC1=CC(=C(C=C1)Cl)Cl 3,4,3',4'-tetrachloroazoxybenzene